C(C)(C)(C)[Si](C)(C)OC[C@@H]1OC(O[C@H]1\C=C\CCCCCC)(C)C tert-butyl(((4S,5S)-2,2-dimethyl-5-((E)-oct-1-en-1-yl)-1,3-dioxolan-4-yl)methoxy)dimethylsilane